C(C)NCCCCCN N-ethylpentane-1,5-diamine